FC(O[C@H]1C[C@H](C1)OCC1=NN=C(O1)[C@@H]1CC[C@H](CC1)C(=O)O)(F)F trans-4-(5-((cis-3-(trifluoromethoxy)cyclobutoxy)methyl)-1,3,4-oxadiazol-2-yl)cyclohexanecarboxylic acid